trifluoromethyl-phenol FC(F)(F)C1=C(C=CC=C1)O